6-isopropoxy-2-(1-(methoxymethyl)-2-oxabicyclo[2.2.1]heptan-4-yl)-2H-pyrazolo[3,4-b]pyridine-5-carboxylic acid C(C)(C)OC=1C(=CC=2C(N1)=NN(C2)C21COC(CC2)(C1)COC)C(=O)O